[N+](=[N-])=C1N=CN=C1C(=O)N 4-diazo-4H-imidazole-5-carboxamide